CC1(CCC=2C(=CC=C3CC(COC23)C=2C=CC(=C(C2)O)CCC)O1)C 5-(8,8-Dimethyl-3,4,9,10-tetrahydro-2H-pyrano[2,3-h]chromen-3-yl)-2-propylphenol